2-Chloro-5-(2,6-dioxo-4-(trifluoromethyl)-3,6-dihydropyrimidin-1(2H)-yl)-4-fluorobenzoic acid ClC1=C(C(=O)O)C=C(C(=C1)F)N1C(NC(=CC1=O)C(F)(F)F)=O